COC1=C(C=C(C=C1)C=1C=NN(C1)C1OCCCC1)S(=O)(=O)NC=1C=NC=2CCNC(C2C1)=O 2-Methoxy-N-(5-oxo-5,6,7,8-tetrahydro-1,6-naphthyridin-3-yl)-5-(1-(tetrahydro-2H-pyran-2-yl)-1H-pyrazol-4-yl)benzenesulfonamide